N-((1,2,3,5,6,7-hexahydro-s-indacen-4-yl)carbamoyl)-4-(((R)-3-(hydroxymethyl)pyrrolidin-1-yl)methyl)-5-methylfuran-2-sulfonimidamide C1CCC2=C(C=3CCCC3C=C12)NC(=O)NS(=O)(=N)C=1OC(=C(C1)CN1C[C@@H](CC1)CO)C